N1=CC=CC2=CC=NC=C12 1,7-naphthyridine